CC(C=O)CC1=CC[C@H](CC1)C(=C)C 2-methyl-3-[(4S)-4-isopropenyl-1-cyclohexen-1-yl]propanal